(S)-3-methyl-2-((R)-2-oxo-3-((S)-1-trityl-aziridine-2-carboxamido)pyrrolidin-1-yl)butanoic acid CC([C@@H](C(=O)O)N1C([C@@H](CC1)NC(=O)C1[N@](C1)C(C1=CC=CC=C1)(C1=CC=CC=C1)C1=CC=CC=C1)=O)C